(R)-2-((3-(4-(sec-butoxy)phenyl)-1,2,4-oxadiazol-5-yl)methyl)acrylic acid [C@@H](C)(CC)OC1=CC=C(C=C1)C1=NOC(=N1)CC(C(=O)O)=C